FC=1C=C(C=CC1F)N1C(OCCC1C1=NC2=C(N1[C@@H]1CC[C@H](CC1)OCC)C=CC(=C2)C=2C(=NOC2C)C)=O 3-(3,4-difluorophenyl)-4-(5-(3,5-dimethylisoxazol-4-yl)-1-((trans)-4-ethoxycyclohexyl)-1H-benzo[d]imidazol-2-yl)-1,3-oxazinan-2-one